O1[C@@H](COCC1)CNC(=O)C1=C(C2=C(CCC3=CN(N=C23)CC=2C=NC(=CC2)C)O1)C(F)(F)F N-{[(2R)-1,4-dioxan-2-yl]methyl}-2-[(6-methylpyridin-3-yl)methyl]-8-(trifluoromethyl)-4,5-dihydro-2H-furo[2,3-g]indazole-7-carboxamide